tert-Butyl N-[(1R)-1-[(R)-[4-tert-butyl-2-(1,3-dioxolan-2-yl)phenyl]-hydroxy-methyl]-3-methyl-butyl]carbamate C(C)(C)(C)C1=CC(=C(C=C1)[C@H]([C@@H](CC(C)C)NC(OC(C)(C)C)=O)O)C1OCCO1